3-(chloromethyl)-benzoic acid ClCC=1C=C(C(=O)O)C=CC1